FC(COCCOCCOCC(COCCOCCOCC(F)(F)F)(COCCOCCOCC(F)(F)F)COCCOCCOCC(F)(F)F)(F)F 1,1,1,21,21,21-hexafluoro-11,11-bis((2-(2-(2,2,2-trifluoroethoxy)ethoxy)ethoxy)methyl)-3,6,9,13,16,19-hexaoxahenicosane